O1C(=NN=C1)N1CC2(C1)OC[C@H](C2)N2CCC(CC2)C2=C(OC1CC(C1)CC(C)O)C=CC(=C2)F ((1S,3r)-3-(2-(1-((S)-2-(1,3,4-oxadiazol-2-yl)-5-oxa-2-azaspiro[3.4]oct-7-yl)piperidin-4-yl)-4-fluorophenoxy)cyclobutyl)propan-2-ol